5-(N-(2-(4-(4-Fluorobenzoyl)piperazin-1-yl)phenyl)-N-phenethylsulfamoyl)-3-methylbenzofuran FC1=CC=C(C(=O)N2CCN(CC2)C2=C(C=CC=C2)N(S(=O)(=O)C=2C=CC3=C(C(=CO3)C)C2)CCC2=CC=CC=C2)C=C1